ClC=1C(=CC(=NC1)OC)C1=CC(=NN1)C(=O)N1CCC(CC1)C(=O)NC1C(N(CC2=CC=CC=C12)C)=O 1-(5-(5-chloro-2-methoxypyridin-4-yl)-1H-pyrazole-3-carbonyl)-N-(2-methyl-3-oxo-1,2,3,4-tetrahydroisoquinolin-4-yl)piperidine-4-carboxamide